C(C)C=1C=C(\C=C/2\C(N(C(S2)=S)CC(=O)O)=O)C=CC1O (Z)-2-(5-(3-ethyl-4-hydroxybenzylidene)-4-oxo-2-thioxothiazolidin-3-yl)acetic acid